ClCC1=NC2=CC=CC=C2C(N1C)=O 2-(chloromethyl)-3-methyl-quinazolin-4-one